1-hydroxy-2,2,6,6-tetramethylpiperidin-4-yl 2-ethylhexanoate C(C)C(C(=O)OC1CC(N(C(C1)(C)C)O)(C)C)CCCC